ethyl 2-(3-chlorophenyl)-2-fluorocyclopropane-1-carboxylate ClC=1C=C(C=CC1)C1(C(C1)C(=O)OCC)F